N1=CN=CC2=C1C=CN2C(=O)C2=CC=C(C=C2)OC2=CC=CC=C2 (4-Phenoxyphenyl) (pyrrolopyrimidine-5-yl) ketone